2,3-Difluoro-2,3-bis(trifluoromethyl)-thiirane FC1(SC1(C(F)(F)F)F)C(F)(F)F